FC1=C(C=C(C=C1)\C=N\N(C1=NS(C2=C1C=CC=C2)(=O)=O)C)OCCC N-[(E)-(4-fluoro-3-propoxy-phenyl)methyleneamino]-N-methyl-1,1-dioxo-1,2-benzothiazol-3-amine